C(C)(=O)NCCCC[C@@H](C(=O)NCCC(=O)O)NC(=O)C12CC3CC(CC(C1)C3)C2 (S)-3-(6-acetamido-2-(adamantane-1-carboxamido)hexanamido)propionic acid